C(C)C(COCC(CCCC)CC)CCCC 2-ethyl-1-hexyl ether